CC=1C(=NOC1C)N(S(=O)(=O)C=1C(=NC=CC1)C#C[Si](C(C)C)(C(C)C)C(C)C)COC N-(4,5-Dimethylisoxazol-3-yl)-N-(methoxymethyl)-2-((triisopropylsilyl)ethynyl)pyridine-3-sulfonamide